7-(1-Methyl-1H-benzo[d]imidazol-6-yl)-6-(3-trifluoromethylphenyl)-2,3-dihydropyrazolo[5,1-b]oxazole CN1C=NC2=C1C=C(C=C2)C=2C(=NN1C2OCC1)C1=CC(=CC=C1)C(F)(F)F